FC(CC1=NC(=NO1)N[C@@H]1C[C@H](CC1)NC1=CC=C(C=N1)N1N=CC=CC1=O)(F)F 2-(6-(((1S,3S)-3-((5-(2,2,2-trifluoroethyl)-1,2,4-oxadiazol-3-yl)amino)cyclopentyl)amino)pyridin-3-yl)pyridazin-3(2H)-one